2-[(2-aminophenyl)thio]-5-phenyl-1H-pyrrole-3-carbonitrile NC1=C(C=CC=C1)SC=1NC(=CC1C#N)C1=CC=CC=C1